cis-dinitrosoplatinum N(=O)[Pt]N=O